methyl 6-bromo-2-((benzyloxycarbonyl) amino)-5,5-ethylenedioxyhex-2-enoate BrCC1(CC=C(C(=O)OC)NC(=O)OCC2=CC=CC=C2)OCCO1